N-(2-(4-cyanobenzyl)benzo[d]thiazol-6-yl)-2-(4-(ethylsulfonyl)phenyl)-3-hydroxypropionamide C(#N)C1=CC=C(CC=2SC3=C(N2)C=CC(=C3)NC(C(CO)C3=CC=C(C=C3)S(=O)(=O)CC)=O)C=C1